C(#N)CCN1N=CC(=C1)C1=NC(=NC=C1F)NC=1C=C2CCN(C2=CC1)C(=O)NC1=CC=C(C=C1)C(F)(F)F 5-((4-(1-(2-cyanoethyl)-1H-pyrazol-4-yl)-5-fluoropyrimidin-2-yl)amino)-N-(4-(trifluoromethyl)phenyl)indoline-1-carboxamide